(6as,8s)-4-iodo-8-(oxetan-3-yloxy)-6a,7,8,9-tetrahydro-6H-pyrido[3,2-b]pyrrolo[1,2-d][1,4]oxazine IC1=CC=NC2=C1OC[C@H]1N2C[C@H](C1)OC1COC1